(S)-1-(5-(1,2-dimethyl-1H-pyrrolo[2,3-b]pyridin-3-yl)-1H-pyrrole-2-carbonyl)-N-(3,4,5-trifluorophenyl)pyrrolidine-3-carboxamide CN1C(=C(C=2C1=NC=CC2)C2=CC=C(N2)C(=O)N2C[C@H](CC2)C(=O)NC2=CC(=C(C(=C2)F)F)F)C